BrC=1C=C(C=CC1OCOC)C=1SC2=C(N1)C=C(C(=C2)[N+](=O)[O-])C 2-(3-bromo-4-(methoxymethoxy)phenyl)-5-methyl-6-nitrobenz[d]thiazole